CN(C)CC=1N=C(C(=C(C(=O)N2CCC(CC2)N2CC(C2)(N2N=CC(=C2)C=2C3=C(N=CN2)NC=C3)CC#N)C1)F)C(F)(F)F {1-{1-[6-[(dimethylamino)methyl]-3-fluoro-2-(trifluoromethyl)isonicotinoyl]piperidin-4-yl}-3-[4-(7H-pyrrolo[2,3-d]pyrimidin-4-yl)-1H-pyrazol-1-yl]azetidin-3-yl}acetonitrile